CC=1C=C(OC2=CC=C3C(=C(N4C(C3=C2)=NC=N4)C(=O)NCC(=O)O)O)C=C(C1)C (9-(3,5-dimethylphenoxy)-6-hydroxy-[1,2,4]triazolo[5,1-a]isoquinoline-5-carbonyl)glycine